ethyl 3-(2-(((2-bromopyridin-4-yl)amino)methyl)-6-cyclopropylimidazo[1,2-a]pyridin-8-yl)propanoate BrC1=NC=CC(=C1)NCC=1N=C2N(C=C(C=C2CCC(=O)OCC)C2CC2)C1